(S)-2-((4-((6-((4-cyano-2-fluorophenoxy)methyl)-5-fluoropyridin-2-yl)oxy)piperidin-1-yl)methyl)-1-(oxetan-2-ylmethyl)-1H-benzo[d]imidazole-6-carboxylic acid C(#N)C1=CC(=C(OCC2=C(C=CC(=N2)OC2CCN(CC2)CC2=NC3=C(N2C[C@H]2OCC2)C=C(C=C3)C(=O)O)F)C=C1)F